COC(C1=C(C=CC(=C1)NC1=NC=C(C(=N1)NC(CCOC)CC)C(F)(F)F)Br)=O 2-bromo-5-((4-((1-methoxypentan-3-yl)amino)-5-(trifluoromethyl)pyrimidine-2-yl)amino)benzoic acid methyl ester